N-methylnonadecylamine CNCCCCCCCCCCCCCCCCCCC